BrC=1C=C(C=CC1F)NC(=NO)C1=NON=C1SCC=1NC(C=CC1)=O N-(3-bromo-4-fluorophenyl)-N'-hydroxy-4-{[(6-oxo-1,6-dihydropyridin-2-yl)methyl]sulfanyl}-1,2,5-oxadiazole-3-carboximidamide